CSC1=C(N=NN1C1=CC=CC=C1)C(=O)OC methyl 5-(methylthio)-1-phenyl-1H-1,2,3-triazole-4-carboxylate